(pentafluorophenyl)boron sodium salt [Na].FC1=C(C(=C(C(=C1[B])F)F)F)F